3,8-diazabicyclo[3.2.1]octan-8-carboxylat C12CNCC(CC1)N2C(=O)[O-]